C1(CC1)C(=O)NC1=CC(=C(N=N1)C(NC([2H])([2H])[2H])=O)NC=1C(=C(C=CC1)C1=NC=C(C=N1)C(=O)O)OC 2-(3-((6-(Cyclopropanecarboxamido)-3-((methyl-d3)carbamoyl)pyridazin-4-yl)amino)-2-methoxyphenyl)pyrimidine-5-carboxylic acid